4,6-diphenyl-2-(2-(4,4,5,5-tetramethyl-1,3,2-dioxaborolan-2-yl)phenyl-3,4,5,6-d4)pyrimidine C1(=CC=CC=C1)C1=NC(=NC(=C1)C1=CC=CC=C1)C1=C(C(=C(C(=C1[2H])[2H])[2H])[2H])B1OC(C(O1)(C)C)(C)C